C(CC)C1(CC=C(CC1)O[Si](C)(C)C)CCC 4,4-dipropyl-1-trimethylsiloxycyclohexene